BrC1=CC2=C(C(CCCO2)N)C=C1 8-bromo-2,3,4,5-tetrahydro-1-benzoxepin-5-amine